1-(4-((6aR,10aR)-1-hydroxy-6,6,9-trimethyl-3-pentyl-6a,7,8,10a-tetrahydro-6H-benzo[c]chromene-2-carbonyl)piperazin-1-yl)ethan-1-one OC1=C2[C@H]3[C@H](C(OC2=CC(=C1C(=O)N1CCN(CC1)C(C)=O)CCCCC)(C)C)CCC(=C3)C